3-chloro-8-methyl-1-(1-phenyl-1H-indol-6-yl)furo[3',4':4,5]thieno[2,3-b]pyrazine-2,6(1H,8H)-dione ClC=1C(N(C2=C(N1)SC1=C2C(OC1=O)C)C1=CC=C2C=CN(C2=C1)C1=CC=CC=C1)=O